C(C)(C)C=1C(=C(C=CC1)P(O)(O)O)C(C)C.N1C(=CC2=CC=CC=C12)CCN1C=NC2=CC=C(C=C2C1=O)C=1C=CC2=C(NC(=N2)NC(CC)=O)C1 N-(6-(3-(2-(1H-indol-2-yl)ethyl)-4-oxo-3,4-dihydro-quinazolin-6-yl)-1H-benzo[d]imidazol-2-yl)propionamide diisopropyl-monophenylphosphite